FC(C(=O)NC1=CC(=C(C=C1)C1(CCN(CC1)C)O)C)(F)F 2,2,2-trifluoro-N-(4-(4-hydroxy-1-methylpiperidin-4-yl)-3-methylphenyl)acetamide